C1=CC=C(C=C1)C2=C(N3C=CC=NC3=N2)N=O The molecule is a member of the class of imidazopyrimidines that is imidazo[1,2-a]pyrimidine substituted at positions 2 and 3 by phenyl and nitroso groups respectively. It is an imidazopyrimidine and a nitroso compound.